bis(3,5-bis(trifluoromethyl)phenyl)(pentachlorophenyl)borane FC(C=1C=C(C=C(C1)C(F)(F)F)B(C1=C(C(=C(C(=C1Cl)Cl)Cl)Cl)Cl)C1=CC(=CC(=C1)C(F)(F)F)C(F)(F)F)(F)F